1-(2-(3-fluoro-5-(trifluoromethyl)benzyl)pyridin-4-yl)-3-(trifluoromethyl)1,5,6,7-tetrahydro-4H-pyrazolo[4,3-c]pyridin-4-one FC=1C=C(CC2=NC=CC(=C2)N2N=C(C=3C(NCCC32)=O)C(F)(F)F)C=C(C1)C(F)(F)F